((1-methylcyclohexyl)methyl)benzamide CC1(CCCCC1)CC1=C(C(=O)N)C=CC=C1